2-methylbutyl 2-methylbutyrate CC(C(=O)OCC(CC)C)CC